1-(11Z-docosenoyl)-2-heptadecanoyl-glycero-3-phospho-(1'-sn-glycerol) CCCCCCCCCCCCCCCCC(=O)O[C@H](COC(=O)CCCCCCCCC/C=C\CCCCCCCCCC)COP(=O)(O)OC[C@H](CO)O